5-((1-oxaspiro(4.4)nonan-3-yl)oxy)-1,3,4-thiadiazol-2-amine O1CC(CC12CCCC2)OC2=NN=C(S2)N